ClC=1C=CC(=C(C1)C1=NN(C=C1NC(=O)C=1C=NN2C1N=CC=C2)CCN(CC)CC)OC N-(3-(5-chloro-2-methoxyphenyl)-1-(2-(diethylamino)ethyl)-1H-pyrazol-4-yl)pyrazolo[1,5-a]pyrimidine-3-carboxamide